α-(2,3-dimethoxyphenyl)-1-{2-(4-fluorophenyl)ethyl}-4-piperidine-methanol COC1=C(C=CC=C1OC)C(O)C1CCN(CC1)CCC1=CC=C(C=C1)F